COC=1C=C2C3(C(NC2=CC1)=O)C(C3)C3=CC=C1C(=NNC1=C3)NC3=NC=NC=C3OC rac-5'-methoxy-2-{3-[(5-methoxypyrimidin-4-yl)amino]-1H-indazol-6-yl}spiro[cyclopropan-1,3'-indol]-2'(1'H)-one